(R)-(5-(1-methyl-1H-pyrazol-3-yl)-1,3,4-oxadiazol-2-yl)(4-(pyrazolo[1,5-a]pyridin-2-yl)-6,7-dihydro-1H-imidazo[4,5-c]pyridin-5(4H)-yl)methanone CN1N=C(C=C1)C1=NN=C(O1)C(=O)N1[C@H](C2=C(CC1)NC=N2)C2=NN1C(C=CC=C1)=C2